C(C)OC(=O)C=1C(C=C2N(C(CC3=CC(=C(C=C23)OC)C=2C=NN(C2)C2CCN(CC2)C(=O)OC(C)(C)C)C(C)(C)C)C1)=O 9-[1-(1-tert-Butoxycarbonylpiperidin-4-yl)-1H-pyrazol-4-yl]-6-tert-butyl-10-methoxy-2-oxo-6,7-dihydro-2H-pyrido[2,1-a]isoquinoline-3-carboxylic acid ethyl ester